(S)-1-cyano-N-(4-(3-methoxyphenyl)thiazol-2-yl)-N-methylpyrrolidine-2-carboxamide C(#N)N1[C@@H](CCC1)C(=O)N(C)C=1SC=C(N1)C1=CC(=CC=C1)OC